ClC1=CC=C(C=C1)[C@@H]1CC[C@H](CC1)C(=O)O Trans-4-(4-chlorophenyl)cyclohexanecarboxylic acid